tert-butyl-(2R,5S)-2-(7-chloro-1,3-benzoxazol-2-yl)-5-[2-(4-chloro-3-fluoro-phenoxy)acetamido]piperidine C(C)(C)(C)N1[C@H](CC[C@@H](C1)NC(COC1=CC(=C(C=C1)Cl)F)=O)C=1OC2=C(N1)C=CC=C2Cl